C1N(CC12NCCCC2)C2=NC=C(C=C2C#N)C2=NNC1=CC(=C(C=C21)O[C@H](C)C2=C(C=NC=C2Cl)Cl)OC 2-(2,5-diazaspiro[3.5]nonan-2-yl)-5-[5-[(1R)-1-(3,5-dichloro-4-pyridyl)ethoxy]-6-methoxy-1H-indazol-3-yl]pyridine-3-carbonitrile